FC1(CCC(CC1)C1=NC(=C2N1CCN(C2)C(=O)NC)C=2C=CC=C1C=C(N=CC21)C=2C(=NN(C2)C)C)F 3-(4,4-difluorocyclohexyl)-1-(3-(1,3-dimethyl-1H-pyrazol-4-yl)isoquinolin-8-yl)-N-methyl-5,6-dihydroimidazo[1,5-a]pyrazine-7(8H)-carboxamide